O=C1N(C(CN1C1=C(C=CC=C1)C(F)(F)F)=O)CC1=CC(=C(OC(C(=O)O)(C)C)C(=C1)C)C 2-(4-((2,5-Dioxo-3-(2-(trifluoro-methyl)phenyl)imidazolidin-1-yl)methyl)-2,6-dimethylphenoxy)-2-methylpropionic acid